C(C)(C)(C)OC(=O)C1=CC=NC2=CC=C(C=C12)N1[C@@H](COCC1)CCOC (R)-6-(3-(2-methoxyethyl)morpholino)quinoline-4-carboxylic acid tert-butyl ester